NC=1C2=C(N=CN1)N(C(=C2C2=CC=C(C=C2)OC2=CC=CC=C2)C#CC2(CCN(CC2)C(\C=C\CN2CCOCC2)=O)O)C (E)-1-(4-((4-amino-7-methyl-5-(4-phenoxyphenyl)-7H-pyrrolo[2,3-d]pyrimidin-6-yl)ethynyl)-4-hydroxypiperidin-1-yl)-4-morpholinobut-2-en-1-one